C(C)(C)(C)N=S(C1=CC=CC=C1)Cl N-tert-Butyl-phenylsulfinimidoyl chloride